C(C)(C)(C)C(=O)NCCCC(=O)O 4-(tert-butylcarbonyl)aminobutyric acid